[I-].COC=1C(=C(C[N+]2=NC(=C(C=C2SC)N2CCCC2)C)C(=CC1)C)C 1-(3-methoxy-2,6-dimethylbenzyl)-3-methyl-6-(methylthio)-4-(pyrrolidin-1-yl)pyridazin-1-ium iodide